2-(5-{[3-(5-{[(1-acetylpiperidin-4-yl)amino]methyl}-1-(oxiran-2-ylmethyl)-1H-indol-2-yl)prop-2-yn-1-yl]amino}pyridin-2-yl)-2-methylpropanenitrile C(C)(=O)N1CCC(CC1)NCC=1C=C2C=C(N(C2=CC1)CC1OC1)C#CCNC=1C=CC(=NC1)C(C#N)(C)C